CC1(CCC=2C(=NN(C2C1)C1OCCCC1)C=1NC2=CC(=CC=C2C1)N(C([C@H](C)N1CCOCC1)=O)C)C N-[2-(6,6-dimethyl-1-(tetrahydropyran-2-yl)-4,5,6,7-tetrahydro-1H-indazol-3-yl)-1H-indol-6-yl]-N-methyl-(2S)-2-(morpholin-4-yl)propanamide